C(C(C)C)(=O)O\N=C(\CCCN1CC(CC1)C1=NNC2=CC=CC=C12)/N (Z)-N'-(isobutyryloxy)-4-(3-(1H-indazol-3-yl)pyrrolidin-1-yl)butanamidine